(4-allylpiperidin-1-yl)-4-chlorobenzoic acid C(C=C)C1CCN(CC1)C1=C(C(=O)O)C=CC(=C1)Cl